COC(=O)C1(CN(CCC1)C1=NC(=NC2=C(C(=C(C=C12)F)Br)F)Cl)C 1-(7-bromo-2-chloro-6,8-difluoroquinazolin-4-yl)-3-methylpiperidine-3-carboxylic acid methyl ester